Tert-butyl 7-((1-(2,6-dioxopiperidin-3-yl)-3-methyl-2-oxo-2,3-dihydro-1H-benzo[d]imidazol-5-yl)oxy)heptanoate O=C1NC(CCC1N1C(N(C2=C1C=CC(=C2)OCCCCCCC(=O)OC(C)(C)C)C)=O)=O